perfluorobuta-diene FC(=C(C(=C(F)F)F)F)F